(R)-N-((R)-(2,5-difluoro-4-(trifluoromethyl)phenyl)((1s,3S)-3-hydroxycyclobutyl)methyl)-1-(3-(methylsulfonyl)benzoyl)pyrrolidine-2-carboxamide FC1=C(C=C(C(=C1)C(F)(F)F)F)[C@H](NC(=O)[C@@H]1N(CCC1)C(C1=CC(=CC=C1)S(=O)(=O)C)=O)C1CC(C1)O